C(C)(=O)OC1(CCC(CC1)CCCC)CCC1OCCO1 1-(2-(1,3-dioxolan-2-yl) ethyl)-4-butylcyclohexyl acetate